5-(4-chloro-2-fluoro-phenyl)-7-[2-(1-cyclopropylpyrazol-4-yl)morpholin-4-yl]-2-methyl-pyrido[3,4-d]pyridazin-1-one tungsten-copper gold [Au].[Cu].[W].ClC1=CC(=C(C=C1)C1=NC(=CC2=C1C=NN(C2=O)C)N2CC(OCC2)C=2C=NN(C2)C2CC2)F